NC=1N=CN(C1)C1CCN(CC1)C(=O)OCCCC Butyl 4-(4-Amino-1H-imidazol-1-yl)piperidine-1-carboxylate